C1(CC1)C1=CC=C(C=C1)C(C(=O)OCC)(F)F ethyl 2-(4-cyclopropylphenyl)-2,2-difluoroacetate